6-(1-methyl-1H-pyrrol-3-yl)-3,4-dihydro-isoquinoline CN1C=C(C=C1)C=1C=C2CCN=CC2=CC1